NC[C@@]1([C@@H](C1)CO)C1=C(C=CC(=C1)Cl)F ((1R,2S)-2-(aminomethyl)-2-(5-chloro-2-fluorophenyl)cyclopropyl)methanol